COC=1C=CC=C2C(=NC=NC12)NC1CCC(CC1)CO (4-((8-methoxyquinazolin-4-yl)amino)cyclohexyl)methanol